COC=1C(=CC2=C(C3=C(C=CO3)C=C2C1)C=1C=NC(=CC1)N(CC=1SC=CC1)C)OC 6,7-dimethoxy-9-(6-(methyl(thiophen-2-ylmethyl)amino)pyridin-3-yl)naphtho[2,3]furan